dodecamethyl-cycloheptasiloxane C[Si]1(O[Si](O[Si](O[Si](O[Si](O[Si](O[SiH2]O1)(C)C)(C)C)(C)C)(C)C)(C)C)C